BrC=1C(=C(C=C2C(NC3(NC12)CCN(CC3)C)=O)OC)I 8'-bromo-7'-iodo-6'-methoxy-1-methyl-1'H-spiro[piperidine-4,2'-quinazolin]-4'(3'H)-one